(3S,4S)-1-Cyclopropylmethyl-4-{[5-(2,4-difluoro-phenyl)-isoxazole-3-carbonyl]-amino}-piperidine-3-carboxylic acid [1-(4-methyl-thiazol-2-yl)-cyclobutyl]-amide CC=1N=C(SC1)C1(CCC1)NC(=O)[C@H]1CN(CC[C@@H]1NC(=O)C1=NOC(=C1)C1=C(C=C(C=C1)F)F)CC1CC1